OCCN(CCN(CC)CCO)CC N,N'-di(2-hydroxyethyl)-N,N'-diethylethylenediamine